C1(CC1)NC(COC1=C(C=CC=C1C=O)OCC)=O N-CYCLOPROPYL-2-(2-ETHOXY-6-FORMYLPHENOXY)ACETAMIDE